methyl (R)-2-(2-((((9H-fluoren-9-yl)methoxy) carbonyl)oxy)-3,5-difluorophenyl)-6,6a,7,8,9,10-hexahydro-5H-pyrazino[1',2':4,5]pyrazino[2,3-c]pyridazine-5-carboxylate C1=CC=CC=2C3=CC=CC=C3C(C12)COC(=O)OC1=C(C=C(C=C1F)F)C=1C=C2C(=NN1)N(C[C@@H]1N2CCNC1)C(=O)OC